3-triflyloxypropanesulfonate S(=O)(=O)(C(F)(F)F)OCCCS(=O)(=O)[O-]